(R)-N-(4-(6-(1-hydroxybutyl)-4-methylpyridin-3-yl)imidazo[1,2-a][1,6]naphthyridin-8-yl)oxetane-3-carboxamide O[C@H](CCC)C1=CC(=C(C=N1)C=1C=2N(C3=CC(=NC=C3C1)NC(=O)C1COC1)C=CN2)C